ClC=1SC(=CN1)N1N=CC(=C1)CC(=O)NC1=CC(=NN1)C1CC1 2-(1-(2-chlorothiazol-5-yl)-1H-pyrazol-4-yl)-N-(3-cyclopropyl-1H-pyrazol-5-yl)acetamide